N-[[1-(cyclopropylmethoxy)-1,2-dihydro-4-hydroxy-2-oxo-3-quinolinyl]carbonyl]-glycine C1(CC1)CON1C(C(=C(C2=CC=CC=C12)O)C(=O)NCC(=O)O)=O